butanoic acid (S)-cyanomethyl ester C(#N)COC(CCC)=O